FC1(CCN(CC1)C1=NC2=CC(=C(C=C2C(=N1)NC=1SC=CC1)OC)OCCCN1CCCC1)F 2-(4,4-difluoropiperidin-1-yl)-6-methoxy-7-(3-(pyrrolidin-1-yl)propoxy)-N-(thiophen-2-yl)quinazolin-4-amine